N-(4-(Difluoromethoxy)phenyl)-4-methoxy-N-(1-(pyrazin-2-yl)piperidin-4-yl)pyridin-3-amine FC(OC1=CC=C(C=C1)N(C=1C=NC=CC1OC)C1CCN(CC1)C1=NC=CN=C1)F